NC=1C=C(C=C(C1)C1CC1)C(C)NC1=NC(=NC2=CC(=C(C=C12)OC)C(=O)N1CCOCC1)C (4-((1-(3-amino-5-cyclopropylphenyl)ethyl)amino)-6-methoxy-2-methylquinazolin-7-yl)(morpholino)methanone